4-((2-(((1H-benzo[d]imidazol-2-yl)sulfinyl)methyl)-3-methylpyridin-4-yl)oxy)-3-methoxybenzoate N1C(=NC2=C1C=CC=C2)S(=O)CC2=NC=CC(=C2C)OC2=C(C=C(C(=O)[O-])C=C2)OC